ClC1=NN(C2=CC=C(C=C12)C(=O)N(C)[C@H]1COCC=2NC(C=3C=C(C(=CC3C21)F)F)=O)C (R)-3-chloro-N-(8,9-difluoro-6-oxo-1,4,5,6-tetrahydro-2H-pyrano[3,4-c]isoquinolin-1-yl)-N,1-dimethyl-1H-indazole-5-carboxamide